hydroxyEthyl-ammonium methyl-sulfate COS(=O)(=O)[O-].OCC[NH3+]